O[C@](C(=O)NC1=CC=C(C=C1)[C@H](C)N1C(=NC=C1)C)(C)[C@H]1COCC1 |&1:1,20| (RS)-2-hydroxy-N-(4-((S)-1-(2-methyl-1H-imidazol-1-yl)ethyl)phenyl)-2-((RS)-tetrahydrofuran-3-yl)propanamide